[O-2].[Zr+4].[In+3].[Pt+2] platinum-indium-zirconium oxide